[Cl-].C[NH2+]C(C)C1CCOCC1 methyl-[1-(oxan-4-yl)ethyl]azanium chloride